3-((4-methoxyphenyl)sulfonyl)-6-(trifluoromethoxy)quinolin-4-yl-[1,4'-bipiperidin]-4-ol COC1=CC=C(C=C1)S(=O)(=O)C=1C=NC2=CC=C(C=C2C1C1N(CCC(C1)O)C1CCNCC1)OC(F)(F)F